(R)-6-((3S,5R,7R,8R,9S,10S,13R,14S,17R)-3-([1,1'-biphenyl]-4-yl)-7-acetoxy-3-hydroxy-10,13-dimethylhexadecahydro-1H-cyclopenta[a]phenanthren-17-yl)heptanoic acid C1(=CC=C(C=C1)[C@@]1(CC[C@@]2([C@H]3CC[C@@]4([C@H](CC[C@H]4[C@@H]3[C@@H](C[C@@H]2C1)OC(C)=O)[C@@H](CCCCC(=O)O)C)C)C)O)C1=CC=CC=C1